aminoethanol acrylate salt C(C=C)(=O)O.NC(C)O